1,1,1,2,2,3,3,4,4,4-decafluorobutane FC(C(C(C(F)(F)F)(F)F)(F)F)(F)F